Cl.N[C@H](CCCN)C(=O)O D-ornithine monohydrochloride